4-(2-(2-hydroxybenzylamino)ethyl)-2,5-dimethoxybenzonitrile hydrochloride Cl.OC1=C(CNCCC2=CC(=C(C#N)C=C2OC)OC)C=CC=C1